[2-fluoro-4-(trifluoromethoxy)phenyl]-morpholino-methanone FC1=C(C=CC(=C1)OC(F)(F)F)C(=O)N1CCOCC1